(R)-N-(1-(2-fluoro-3-(trifluoromethyl)phenyl)ethyl)-7-methoxy-2-methyl-6-(1-methylpiperidin-4-yl)pyrido[2,3-d]pyrimidin-4-amine FC1=C(C=CC=C1C(F)(F)F)[C@@H](C)NC=1C2=C(N=C(N1)C)N=C(C(=C2)C2CCN(CC2)C)OC